1-(2-((3R,5R,8S,9S,10R,13S,14S,17S)-10-(Difluoromethyl)-3-hydroxy-3,13-dimethylhexadecahydro-1H-cyclopenta[a]phenanthren-17-yl)-2-oxoethyl)-1H-pyrazole-4-carbonitrile FC([C@]12[C@H]3CC[C@@]4([C@H](CC[C@H]4[C@@H]3CC[C@@H]2C[C@](CC1)(C)O)C(CN1N=CC(=C1)C#N)=O)C)F